(S)-4-(3-(Aminomethyl)piperidin-1-yl)-N-ethyl-6-fluoro-3-(2-methoxypyrimidin-5-yl)-9H-pyrido[2,3-b]indol-8-amin NC[C@H]1CN(CCC1)C1=C(C=NC=2NC3=C(C=C(C=C3C21)F)NCC)C=2C=NC(=NC2)OC